BrC=1C(=NC=C(C1)[N+](=O)[O-])NN 3-bromo-2-hydrazineyl-5-nitropyridine